CCC(CCCCCCCCCCCCC)O 3-hexadecyl alcohol